N1(C=NC=C1)C1=NC=C(C(=C1)O)C1=CN=C(N=N1)SC1CCNCC1 2-(1H-imidazol-1-yl)-5-(3-(piperidin-4-ylthio)-1,2,4-triazin-6-yl)pyridin-4-ol